4-Cyclopropyl-6-(3-((1r,3S)-3-methyl-1-(4-methyl-4H-1,2,4-triazol-3-yl)cyclobutyl)phenyl)-2-(((S)-3-methylpiperidin-1-yl)methyl)-1-tosyl-1,6-dihydro-7H-pyrrolo[2,3-c]pyridin-7-one C1(CC1)C=1C2=C(C(N(C1)C1=CC(=CC=C1)C1(CC(C1)C)C1=NN=CN1C)=O)N(C(=C2)CN2C[C@H](CCC2)C)S(=O)(=O)C2=CC=C(C)C=C2